(2-amino-2-methylpropyl)-7-bromo-2-chloro-3-nitroquinolin-4-amine NC(CC1=C2C(=C(C(=NC2=CC(=C1)Br)Cl)[N+](=O)[O-])N)(C)C